C(C1=CC=CC=C1)O[C@@H](C(C)O)COCCCCCCCCCCCCCCCCCC (3R)-3-(benzyloxy)-4-(octadecyloxy)butan-2-ol